O=C1N(CC2=CC=CC=C12)C1=CC=C(C=C1)C(C(=O)O)CC 2-[4-(1-oxo-2-isoindolyl)phenyl]butyric acid